N-[(1R)-1-benzyl-3,3,3-trifluoro-1-methyl-propyl]-8-fluoro-quinoline C(C1=CC=CC=C1)[C@@](CC(F)(F)F)(C)N1CC=CC2=CC=CC(=C12)F